C1(CC1)N1C=2C=NC(=NC2N(CC1=O)CC1=CC2=C(C=3N(CCC2)C=C(N3)C(F)(F)F)C=C1)C=1C(=NC=NC1OC)C1CC1 5-cyclopropyl-2-(4-cyclopropyl-6-methoxypyrimidin-5-yl)-8-((2-(trifluoromethyl)-6,7-dihydro-5H-benzo[c]imidazo[1,2-a]azepin-9-yl)methyl)-7,8-dihydropteridin-6(5H)-one